N-(7-fluoro-1-(4-(trifluoromethyl)benzyl)-1H-indol-5-yl)cyclohexanesulfonamide FC=1C=C(C=C2C=CN(C12)CC1=CC=C(C=C1)C(F)(F)F)NS(=O)(=O)C1CCCCC1